1-(3-Chlorophenyl)-N-(cyclopropylmethyl)-6-(6-methyl-5,6,7,8-tetrahydro-1,6-naphthyridin-3-yl)-7-oxo-4,5,6,7-tetrahydro-1H-pyrazolo[3,4-c]pyridine-3-carboxamide ClC=1C=C(C=CC1)N1N=C(C2=C1C(N(CC2)C=2C=NC=1CCN(CC1C2)C)=O)C(=O)NCC2CC2